5-((5-chloro-3-(2,2-difluoroethoxy)pyridin-2-yl)oxy)-3-(2,2-difluoroethyl)-N-(4-methyl-1,1-dioxidotetrahydro-2H-thiopyran-4-yl)-3H-imidazo[4,5-b]pyridine-2-carboxamide ClC=1C=C(C(=NC1)OC1=CC=C2C(=N1)N(C(=N2)C(=O)NC2(CCS(CC2)(=O)=O)C)CC(F)F)OCC(F)F